ClC1=CC(=C(C=C1)C1(OC2=C(O1)C=CC=C2C2=CC(=C(C=C2F)CC(=O)O)F)C)F 2-[4-[2-(4-chloro-2-fluoro-phenyl)-2-methyl-1,3-benzodioxol-4-yl]-2,5-difluoro-phenyl]acetic acid